2-(2,2-dimethyl-1,3-dioxolan-4-yl)pyrimidin-5-ol CC1(OCC(O1)C1=NC=C(C=N1)O)C